[Sn]=O.[Zn] Zinc tin Oxide